dichlorobenzoate (dioctyl phthalate) C(CCCCCCC)C=1C(=C(C(C(=O)O)=CC1)C(=O)O)CCCCCCCC.ClC=1C(=C(C(=O)O)C=CC1)Cl